FC=1C=C(C=CC1)C=1N=C(C=2OCCNC2N1)NCCC1=CNC2=CC=CC=C12 2-(3-fluorophenyl)-N-[2-(1H-indol-3-yl)ethyl]-7,8-dihydro-6H-pyrimido[5,4-b][1,4]oxazin-4-amine